6-methyl-4,5,6,7-tetrahydro-2H-pyrazolo[4,3-c]Pyridine-3-carboxylic acid ethyl ester C(C)OC(=O)C=1NN=C2C1CNC(C2)C